FC([C@H]1N(C(SC1)=O)C=1N=C2N(CCOC3=C2C=CC(=C3)N[C@H](C(=O)N)COC)C1)F (S)-2-((2-((R)-4-(difluoromethyl)-2-oxothiazolidin-3-yl)-5,6-dihydrobenzo[f]imidazo[1,2-d][1,4]oxazepin-9-yl)amino)-3-methoxypropionamide